Melamine hydrobromide salt Br.N1=C(N)N=C(N)N=C1N